fluorine lithium carbon lithium [Li].[C].[Li].[F]